CC=1C=C(C=CC1)CN1N=C2N=C(N=C(C2=C1)N)C1=NC=CN=C1 2-[(3-methylphenyl)methyl]-6-(pyrazin-2-yl)-2H-pyrazolo[3,4-d]pyrimidin-4-amine